N1=CC=C(C=C1)C1=CC2=C(N=C(S2)NC2=NC=CC(=C2)N2CCN(CC2)CCC(F)(F)F)C=C1 6-(pyridin-4-yl)-N-(4-(4-(3,3,3-trifluoropropyl)piperazin-1-yl)pyridin-2-yl)benzo[d]thiazol-2-amine